8-bromo-2-(2-(3,4,5-trimethoxyphenoxy)acetyl)-1,3,4,12a-tetrahydrobenzo[e]pyrazino[1,2-a][1,4]diazepine-6,12(2H,11H)-dione BrC1=CC2=C(NC(C3N(C2=O)CCN(C3)C(COC3=CC(=C(C(=C3)OC)OC)OC)=O)=O)C=C1